N-[2-(5-methoxy-1H-indol-3-yl)ethyl]-N-propan-2-ylpropan-2-amine CC(C)N(CCC1=CNC2=C1C=C(C=C2)OC)C(C)C